5-((1R,4R)-2-oxa-5-azabicyclo[2.2.1]heptane-5-yl)-N-(3-chloro-1-((1R,4R)-4-(Hydroxymethyl)cyclohexyl)-1H-pyrazol-4-yl)pyrazolo[1,5-a]pyrimidine-3-carboxamide [C@H]12OC[C@H](N(C1)C1=NC=3N(C=C1)N=CC3C(=O)NC=3C(=NN(C3)C3CCC(CC3)CO)Cl)C2